C(C)(C)(C)OC(=O)N1CC2=CC(=C(C=C2CC1)OC([2H])([2H])[2H])[N+](=O)[O-] tert-butyl-6-(methoxy-d3)-7-nitro-3,4-dihydroisoquinoline-2(1H)-carboxylate